2,3,6-Trimethyl-2-cyclohexen-1-one CC=1C(C(CCC1C)C)=O